N-((6-((4-chloro-3-fluorophenyl)amino)-2-morpholinopyrimidin-4-yl)methyl)picolinamide ClC1=C(C=C(C=C1)NC1=CC(=NC(=N1)N1CCOCC1)CNC(C1=NC=CC=C1)=O)F